N1=C(C=CC=C1C1=C(C=CC=C1)C=1C(=C(C=C(C1)C)C12CC3CC(CC(C1)C3)C2)[O-])C2=C(C=CC=C2)C=2C(=C(C=C(C2)C)C23CC1CC(CC(C2)C1)C3)[O-].C[Zr+2]C dimethylzirconium [2',2'''-(pyridine-2,6-diyl)bis(3-((3r,5r,7r)-adamantan-1-yl)-5-methyl-[1,1'-biphenyl]-2-olate)]